C1(=CC=CC=C1)C(=O)[C@H](O)C1=CC=CC=C1 |r| (R/S)-benzoin